1-[3-(2-amino-4-ethyl-1H-imidazole-5-yl)propyl]guanidine NC=1NC(=C(N1)CC)CCCNC(=N)N